Para-nitrobenzyl bromide [N+](=O)([O-])C1=CC=C(CBr)C=C1